Tert-butyl (S)-(2-(2-(2-(2-naphthamido)benzamido)-3-phenylpropanamido)ethyl)-carbamate C1=C(C=CC2=CC=CC=C12)C(=O)NC1=C(C(=O)N[C@H](C(=O)NCCNC(OC(C)(C)C)=O)CC2=CC=CC=C2)C=CC=C1